IC1=C(C=C(C=C1C)C(F)(F)F)OCOC 2-iodo-1-(methoxymethoxy)-3-methyl-5-(trifluoromethyl)benzene